para-(propargyloxy)phenylalanine C(C#C)OC1=CC=C(C[C@H](N)C(=O)O)C=C1